(4-(3-hydroxyoxetan-3-yl)phenyl)(3-methoxy-4-(4-(trifluoromethyl)phenoxy)piperidin-1-yl)methanone OC1(COC1)C1=CC=C(C=C1)C(=O)N1CC(C(CC1)OC1=CC=C(C=C1)C(F)(F)F)OC